FC(S(=O)(=O)N1CCC2(CC(C2O)C2N3C(C4=CC=CC=C24)=CN=C3)CC1)F 7-((difluoromethyl)sulfonyl)-2-(5H-imidazo[5,1-a]isoindol-5-yl)-7-azaspiro[3.5]nonan-1-ol